tetraethyl (aminomethylene) diphosphate P(=O)(OCC)(OCC)OC(N)OP(=O)(OCC)OCC